1,4-bis(6-amino-4-pyridyl)benzene NC1=CC(=CC=N1)C1=CC=C(C=C1)C1=CC=NC(=C1)N